C(C)(=O)N1CC2CCC(C1)C2C2=CC=C(C=C2)NC(OCC2=CN=CO2)=O oxazol-5-ylmethyl (4-(3-acetyl-3-azabicyclo[3.2.1]octan-8-yl)phenyl)carbamate